6-[2,3-difluoro-4-[4-(4-propylcyclohexyl)cyclohex-1-enyl]phenyl]-2,3-difluorophenol FC1=C(C=CC(=C1F)C1=CCC(CC1)C1CCC(CC1)CCC)C1=CC=C(C(=C1O)F)F